C(C1=CC=CC=C1)[C@H]1OC2=C([P@@]1C(C)(C)C)C(=CC=C2)C2=C(C=CC=C2OC)OC (2S,3S)-2-benzyl-3-(tertiary butyl)-4-(2,6-dimethoxyphenyl)-2,3-dihydrobenzo[D][1,3]oxaphosphole